C(C)(=O)OC1C(OCC(C1OC(C)=O)OC(C)=O)CCP(=O)(OCC)OCC (2-(diethoxyphosphoryl)ethyl)tetrahydro-2H-pyran-3,4,5-triyl triacetate